4-oxo-6,7,8,9-tetrahydro-4H-pyrido[1,2-a]Pyrimidine-3-carboxamide O=C1C(=CN=C2N1CCCC2)C(=O)N